2-((2-(3-(2-((2-aminoethyl)amino)ethyl)-2-oxoimidazolidin-1-yl)ethyl)amino)acetonitrile NCCNCCN1C(N(CC1)CCNCC#N)=O